(S)-6-(3-amino-6-(4-(4-(1-cyclopropylethyl)piperazin-1-yl)phenyl)-5-fluoropyrazin-2-yl)-8-fluoro-3,4-dihydroisoquinolin-1(2H)-one NC=1C(=NC(=C(N1)F)C1=CC=C(C=C1)N1CCN(CC1)[C@@H](C)C1CC1)C=1C=C2CCNC(C2=C(C1)F)=O